Terthiophen S1C(=CC=C1)C=1SC=CC1C=1SC=CC1